FC(OC1=CC=C(C=C1)C=1C=NN(C1)C(C1=CC=CC=C1)(C1=CC=CC=C1)C1=CC=CC=C1)(F)F 4-(4-(trifluoromethoxy)phenyl)-1-trityl-1H-pyrazole